C1(CCCC1)OC1=CC(=NC=C1)C(=O)N[C@@H]1C(N(C2=C(OC1)C=CC(=C2)C#CC(C)(C)O)C)=O (S)-4-(cyclopentyloxy)-N-(7-(3-hydroxy-3-methylbut-1-yn-1-yl)-5-methyl-4-oxo-2,3,4,5-tetrahydrobenzo[b][1,4]oxazepin-3-yl)picolinamide